C(C=C)N1C(=O)NC(=O)C1 1-allylhydantoin